tri(3,5-dimethyl-2-hexyl) citrate C(CC(O)(C(=O)OC(C)C(CC(C)C)C)CC(=O)OC(C)C(CC(C)C)C)(=O)OC(C)C(CC(C)C)C